(2-(1-(cyclopropylmethyl)-1H-pyrrolo[2,3-b]pyridin-2-yl)-7-methoxy-1-methyl-1H-benzo[d]imidazol-5-yl)((4aS,7aR)-hexahydropyrrolo[3,4-b][1,4]oxazin-6(2H)-yl)methanone C1(CC1)CN1C(=CC=2C1=NC=CC2)C2=NC1=C(N2C)C(=CC(=C1)C(=O)N1C[C@H]2OCCN[C@H]2C1)OC